(S)-2-(1-(2-hydroxyethyl)-1H-pyrazol-4-yl)-N-(2-methyl-5-(2-(2-methylpyrrolidin-1-yl)acetamido)pyridin-3-yl)pyrazolo[5,1-b]thiazole-7-carboxamide OCCN1N=CC(=C1)C1=CN2C(S1)=C(C=N2)C(=O)NC=2C(=NC=C(C2)NC(CN2[C@H](CCC2)C)=O)C